N-[2-(dimethylamino)ethyl]-9-methoxy-5,6-dimethyl-pyrido[4,3-b]carbazole-1-carboxamide CN(CCNC(=O)C1=NC=CC2=C(C=3N(C=4C=CC(=CC4C3C=C21)OC)C)C)C